[Br-].BrC1=C(C[N@@+]23[C@H](C[C@@H]([C@H](C2)C=C)CC3)[C@@H](O)C3=CC=[N+](C2=CC=C(C=C32)OC)CC3=C(C=CC(=C3)OC)Br)C=C(C=C1)OC.[Br-] (1S,2R,4S,5R)-1-(2-Bromo-5-methoxybenzyl)-2-((S)-(1-(2-bromo-5-methoxybenzyl)-6-methoxyquinolin-1-ium-4-yl)(hydroxy)methyl)-5-vinyl-quinuclidin-1-ium bromide